CC(C)B(O)O propane-2-ylboronic acid